C(C)(=O)[O-].C(C)(=O)[O-].[Zn+2] zinc (II) diacetate